ClC1=C(C=C(C=C1)N1CC2(C3=NC(=CC=C31)C(=O)O)COCC2)F 1'-(4-chloro-3-fluorophenyl)-1',2',4,5-tetrahydro-2H-spiro[furan-3,3'-pyrrolo[3,2-b]pyridine]-5'-carboxylic acid